COC(=O)C1=NC(=C(C(=C1Cl)N)F)C1=CC=C2C=CN(C2=C1F)C(C)=O 6-(1-acetyl-7-fluoro-1H-indol-6-yl)-4-amino-3-chloro-5-fluoropyridine-2-carboxylic acid methyl ester